BrC(C(C)Br)Br 1,1,2-tribromo-propane